3,3',3''-((1,4,7-triazonane-1,4,7-triyl)tris(methylene))tris(4-hydroxybenzenesulfonate) trisodium salt [Na+].[Na+].[Na+].N1(CCN(CCN(CC1)CC=1C=C(C=CC1O)S(=O)(=O)[O-])CC=1C=C(C=CC1O)S(=O)(=O)[O-])CC=1C=C(C=CC1O)S(=O)(=O)[O-]